4-[6-[(2-chloro-3-cyano-4-pyridinyl)amino]-3-methyl-2-oxo-benzoimidazol-1-yl]-2-ethoxy-butyric acid methyl ester COC(C(CCN1C(N(C2=C1C=C(C=C2)NC2=C(C(=NC=C2)Cl)C#N)C)=O)OCC)=O